FC(CCN1C[C@@H]([C@@H]([C@H](C1)C)NC(=O)C1=CC(=CC=2N(C=NC21)CC(F)(F)F)C#CCNC=2C(OC)=CC=C(C2)P(=O)(C)C)F)F N-[(3S,4R,5S)-1-(3,3-difluoropropyl)-3-fluoro-5-methyl-4-piperidyl]-6-{3-[4-(dimethylphosphoryl)-2-anisidino]-1-propynyl}-1-(2,2,2-trifluoroethyl)-1H-1,3-benzimidazole-4-carboxamide